BrC1=CC(=C(C=C1)P(C)(C)=O)CN(C)C (4-bromo-2-((dimethylamino)methyl)phenyl)dimethylphosphine oxide